C1(CC1)N(C1CCN(CC1)C1=CC(=C(C=C1)NC(C)=O)[N+](=O)[O-])C N-(4-(4-(cyclopropyl(methyl)amino)piperidin-1-yl)-2-nitrophenyl)acetamide